N-((5-(2-fluorophenyl)-1-((4-methoxyphenyl)sulfonyl)-1H-pyrrol-3-yl)methyl)methan-d3-Amine FC1=C(C=CC=C1)C1=CC(=CN1S(=O)(=O)C1=CC=C(C=C1)OC)CNC([2H])([2H])[2H]